COC1=C(N=C2C(=N1)NC(=N2)C(F)(F)F)NC2=CC=C(C=C2)C(C)C 6-Methoxy-N-(4-isopropylphenyl)-2-(trifluoromethyl)-1H-imidazo[4,5-b]pyrazin-5-amin